FC(C1=CC=C(OC2=CC=C3C(=N2)OCCC3N)C=C1)(F)F 7-{4-(trifluoromethyl)phenoxy}-3,4-dihydro-2H-pyrano[2,3-b]pyridin-4-amine